4-(4-(((3-aminooxetan-3-yl)methyl)amino)-7-methyl-7H-pyrrolo[2,3-d]pyrimidin-2-yl)-2,3,4,5-tetrahydrobenzo[f][1,4]thiazepin-1,1-Dioxide NC1(COC1)CNC=1C2=C(N=C(N1)N1CCS(C3=C(C1)C=CC=C3)(=O)=O)N(C=C2)C